racemic-(1S,2S)-2-({[2-(1-Pyrrolidinyl)ethyl]amino}methyl)cyclohexanamine hydrochloride Cl.N1(CCCC1)CCNC[C@H]1[C@H](CCCC1)N |r|